2-[[(3S)-3-methylpiperidin-1-yl]methyl]-7-oxo-1-(2-trimethylsilylethoxymethyl)-6H-pyrrolo[2,3-c]pyridine-4-carbonitrile C[C@@H]1CN(CCC1)CC1=CC2=C(C(NC=C2C#N)=O)N1COCC[Si](C)(C)C